FC(C1=NN(C=C1)C1CCC(CC1)O)F 4-(3-(Difluoromethyl)-1H-pyrazol-1-yl)cyclohexanol